3-chloro-N-(2,4-difluoro-3-iodophenyl)-2-fluorobenzenesulfonamide ClC=1C(=C(C=CC1)S(=O)(=O)NC1=C(C(=C(C=C1)F)I)F)F